N-((R)-2-cyano-1-(4-(ethylsulfonyl)phenyl)ethyl)-4-((2S,4S)-2-((difluoromethoxy)methyl)-4-(4-(trifluoromethyl)phenoxy)pyrrolidin-1-yl)benzamide C(#N)C[C@H](C1=CC=C(C=C1)S(=O)(=O)CC)NC(C1=CC=C(C=C1)N1[C@@H](C[C@@H](C1)OC1=CC=C(C=C1)C(F)(F)F)COC(F)F)=O